C(C)(C)(C)OC(CC1(CCN(CC1)C1=NC=C(C=C1F)N[C@@H]1C(NC(CC1)=O)=O)O)=O 2-[1-[5-[[(3S)-2,6-dioxo-3-piperidyl]amino]-3-fluoro-2-pyridinyl]-4-hydroxy-4-piperidyl]acetic acid tert-butyl ester